ClC=1C(N(C(=CC1OCC1=NC=C(C=C1F)F)C)C1=CC(=NC=C1C)C1=NC(=NC=C1)C1CC(C1)O)=O rel-3-chloro-4-((3,5-difluoropyridin-2-yl)methoxy)-2'-(2-(3-hydroxycyclobutyl)pyrimidin-4-yl)-5',6-dimethyl-2H-[1,4'-bipyridin]-2-one